(tert-butyl 2-(5-fluoro-4-methoxy-1H-indol-3-yl) ethyl) carbamate C(N)(OCC(C1=CNC2=CC=C(C(=C12)OC)F)C(C)(C)C)=O